FC=1C=C(C=CC1)N1N=C(C=C(C1=O)C(=O)O)C1=CC=C(C=C1)C(F)(F)F 2-(3-fluorophenyl)-3-oxo-6-[4-(trifluoromethyl)phenyl]-2,3-dihydropyridazine-4-carboxylic acid